C(C)OC(=O)C=1C=C(N(C(C1OC)=O)C)C(C(C1=CC=CC=C1)C=1C(=NC=CC1)[N+]#[C-])C 3-[2-[4-(ethoxycarbonyl)-5-methoxy-1-methyl-6-oxopyridin-2-yl]-1-phenylpropyl]-2-isocyano-pyridine